N1[C@H](CC1)COC=1C=NC=CC1C1=C(C=2C(NCCC2N1)=O)NC1=C(C(=CC=C1)F)CC 2-{3-[(2R)-azetidin-2-ylmethoxy]pyridin-4-yl}-3-[(2-ethyl-3-fluorophenyl)amino]-1H,5H,6H,7H-pyrrolo[3,2-c]pyridin-4-one